N-(4-nitro-2-(pyridin-2-yl)phenyl)-5-(trifluoromethyl)pyridin-2-amine [N+](=O)([O-])C1=CC(=C(C=C1)NC1=NC=C(C=C1)C(F)(F)F)C1=NC=CC=C1